FC1=CC=C(\C=C(\C=O)/CCCCCC)C=C1 (E)-2-(4-fluorobenzylidene)octanal